COC=1C=C(C=CC1)N1CC=C(C=C1)[N+](=O)[O-] N-(3-methoxyphenyl)-4-nitropyridin